BrC1=C(OC(C(=O)OCC)(C)C)C=CC(=C1)CN1CCN(CC1)CC1=CC=C(C=C1)C(F)(F)F Ethyl 2-(2-bromo-4-((4-(4-(trifluoromethyl)benzyl)piperazin-1-yl)methyl)phenoxy)-2-methylpropanoate